C1(=CC=CC=C1)CS(=O)(=O)NC1=C(C(=C(C=C1F)OC1=NC=CC=C1C1=NC(=NC=C1)N[C@H]1CNC[C@@H](C1)F)F)F 1-phenyl-N-(2,3,6-trifluoro-4-((3-(2-(((3R,5R)-5-fluoro-3-piperidyl)amino)pyrimidin-4-yl)-2-pyridyl)oxy)phenyl)methanesulfonamide